N-(4-methyltetrahydro-2H-pyran-4-yl)-1,1-diphenylmethanimine-15N CC1(CCOCC1)[15N]=C(C1=CC=CC=C1)C1=CC=CC=C1